(4-(4-chloro-3-trifluoromethylphenoxy)-2,5-dimethylphenyl)-N-ethyl-N-methylmethylformamidine ClC1=C(C=C(OC2=CC(=C(C=C2C)N=C(N(C)CC)C)C)C=C1)C(F)(F)F